C(C=CC)S(=O)(=O)C1=C(C=CC=C1)O 2-(2-butenyl-sulfonyl)phenol